3-(4-fluorobenzyl)-3-hydroxypiperidine-1-carboxylic acid tert-butyl ester C(C)(C)(C)OC(=O)N1CC(CCC1)(O)CC1=CC=C(C=C1)F